(1-(5-((2-(trifluoromethyl)pyridin-3-yl)thio)-1H-imidazo[4,5-b]pyrazin-2-yl)piperidin-4-yl)methanamine FC(C1=NC=CC=C1SC=1N=C2C(=NC1)NC(=N2)N2CCC(CC2)CN)(F)F